FC1=CC(=CC2=CN(N=C12)C)C=1SC2=C(N1)SC(=C2)N2CCC21CN(CCC1)C 1-[2-(7-fluoro-2-methylindazol-5-yl)thieno[2,3-d][1,3]thiazol-5-yl]-6-methyl-1,6-diazaspiro[3.5]nonane